2-(4-benzyloxy-6-methyl-2,3-dihydrobenzofuran-5-yl)-4,4,5,5-tetramethyl-1,3,2-dioxaborolane C(C1=CC=CC=C1)OC1=C(C(=CC2=C1CCO2)C)B2OC(C(O2)(C)C)(C)C